2-(6-Fluoro-5-(4-fluoro-3-(1-(tetrahydro-2H-pyran-2-yl)-1H-pyrazol-3-yl)phenoxy)-1-tosyl-1H-indol-4-yl)acetonitrile FC1=C(C(=C2C=CN(C2=C1)S(=O)(=O)C1=CC=C(C)C=C1)CC#N)OC1=CC(=C(C=C1)F)C1=NN(C=C1)C1OCCCC1